4-(2-{[(2R,7aS)-2-fluoro-hexahydropyrrolizin-7a-yl]methoxy}-8-fluoro-4-{methyl[(2S)-pyrrolidin-2-ylmethyl]amino}pyrido[4,3-d]pyrimidin-7-yl)-5-ethynyl-6-fluoronaphthalen-2-ol F[C@@H]1C[C@@]2(CCCN2C1)COC=1N=C(C2=C(N1)C(=C(N=C2)C2=CC(=CC1=CC=C(C(=C21)C#C)F)O)F)N(C[C@H]2NCCC2)C